N-(5-((6-((R)-3-([1,1'-biphenyl]-3-yl)isoxazolidin-2-yl)pyrimidin-4-yl)-amino)-4-methoxy-2-((R)-2-methyl-morpholino)phenyl)acrylamide C1(=CC(=CC=C1)[C@@H]1N(OCC1)C1=CC(=NC=N1)NC=1C(=CC(=C(C1)NC(C=C)=O)N1C[C@H](OCC1)C)OC)C1=CC=CC=C1